COC(C1=C(C=C(C=C1O)Br)N)=O 2-amino-4-bromo-6-hydroxy-benzoic acid methyl ester